O(C1=CC=CC=C1)C(C(=O)[O-])(C1=CC=CC=C1)OC1=CC=CC=C1.C(CN)N.[Na+] sodium ethylenediamine diphenoxyphenylacetate